N1N=CC(=C1)CNC1=NC=CC=N1 N-((1H-Pyrazol-4-yl)methyl)pyrimidin-2-amine